hydroxy-4,6-dimethyl-2H-chromen-2-one OC=1C(OC2=CC=C(C=C2C1C)C)=O